CN1N=CC(=C1)C=1C=C2C(=NC=NN2C1)N1CCN(CC1)C1=NC=C(C=N1)[C@H](N)C1=CC=CC=C1 |r| racemic-(2-(4-(6-(1-methyl-1H-pyrazol-4-yl)pyrrolo[2,1-f][1,2,4]triazin-4-yl)piperazin-1-yl)pyrimidin-5-yl)(phenyl)methanamine